(3,5-dimethyl-1H-1,2,4-triazol-1-yl)methanol CC1=NN(C(=N1)C)CO